(1S,5R)-6-(6-bromo-8-methoxy-imidazo[1,2-a]pyridin-2-yl)-3-azabicyclo[3.1.0]hexane-3-carboxylic acid tert-butyl ester C(C)(C)(C)OC(=O)N1C[C@@H]2C([C@@H]2C1)C=1N=C2N(C=C(C=C2OC)Br)C1